C(CCCCCCCCC)N(C(CCCCCCCCC(CCCCCCCCC(=O)OCC(CCCCCC)CCCC)NCCCCCCCC)=O)CCCCCCCCCC 2-butyloctyl 19-(didecylamino)-10-(octylamino)-19-oxononadecanoate